ClC=1C=C2C3=C(NC2=C(C1)C1=CC=C(C=C1)OC1CC1)C(=NC=C3)C 6-Chloro-8-(4-cyclopropoxy-phenyl)-1-methyl-9H-pyrido[3,4-b]indole